C1(CC1)C1=CC(=CC(=N1)C(=O)NC1=CC(=CC=C1)[C@@H](CC1=NN=CN1C)C)S(=O)(=O)C 6-cyclopropyl-N-[3-[(1R)-1-methyl-2-(4-methyl-1,2,4-triazol-3-yl)ethyl]phenyl]-4-methylsulfonyl-pyridine-2-carboxamide